(R)-4-(3-Fluoropyridin-4-yl)-2-methyl-N-((R)-1-(2-methylbenzofuran-4-yl)ethyl)piperazine-1-carboxamide FC=1C=NC=CC1N1C[C@H](N(CC1)C(=O)N[C@H](C)C1=CC=CC2=C1C=C(O2)C)C